FC(C1=C(C(=CC(=C1C(F)(F)F)N)C(F)(F)F)C1=CC=C(N)C=C1)(F)F 2,3,6-tris(trifluoromethyl)benzidine